COCCN1CC(C1)NC(N)=O 3-[1-(2-methoxyethyl)azetidin-3-yl]Urea